N-(1-(4-acetoxyphenyl)-2-(phenylseleno)ethyl)aniline 3-propyl-methacrylate potassium phosphate P(=O)([O-])(O)O.[K+].C(CC)C=C(C(=O)O)C.C(C)(=O)OC1=CC=C(C=C1)C(C[Se]C1=CC=CC=C1)NC1=CC=CC=C1